rac-(1S*,2S*)-N-(5-aminopyridin-3-yl)-2-(3-chlorophenyl)cyclopropane-1-carboxamide NC=1C=C(C=NC1)NC(=O)[C@@H]1[C@H](C1)C1=CC(=CC=C1)Cl |r|